4-prop-2-enoyl-1-([1,2,4]triazolo[1,5-a]pyridin-7-yl)piperazin-2-one C(C=C)(=O)N1CC(N(CC1)C1=CC=2N(C=C1)N=CN2)=O